ClC=1C=NC=C(C1[C@@H](C)OC=1C=C2C(=NNC2=CC1)C=1C=CC(=NC1)N1CCC2(CCOC2)CC1)Cl 8-[5-[5-[(1R)-1-(3,5-dichloro-4-pyridyl)ethoxy]-1H-indazol-3-yl]-2-pyridyl]-2-oxa-8-azaspiro[4.5]decane